(S)-2,6-Dichloro-N-(4-(morpholin-2-yl)-phenyl)-isonicotinamid ClC=1C=C(C(=O)NC2=CC=C(C=C2)[C@H]2CNCCO2)C=C(N1)Cl